COCCO.O(F)F.[Ti] titanium oxyfluoride compound with ethylene glycol methyl ether